5-(3-(Benzyloxy)phenyl)-7-imino-7,8-dihydropyrimido[4,5-d]pyrimidine-2,4(1H,3H)-dione C(C1=CC=CC=C1)OC=1C=C(C=CC1)C=1C2=C(NC(N1)=N)NC(NC2=O)=O